FC(CN1C(=NC2=C1C=C(C=C2F)C=2C=CN1N=C(N=C(C12)OC)N[C@H]1C(CN(CC1)CCO)(F)F)C)F (R)-2-(4-((5-(1-(2,2-difluoroethyl)-4-fluoro-2-methyl-1H-benzo[d]imidazol-6-yl)-4-methoxypyrrolo[2,1-f][1,2,4]triazin-2-yl)amino)-3,3-difluoropiperidin-1-yl)ethan-1-ol